(2R,3R,4S,5S,6R)-2-azido-6-(hydroxymethyl)tetrahydro-2H-pyran N(=[N+]=[N-])[C@@H]1O[C@H](CCC1)CO